4-chloro-6-methoxy-1,3,5-triazine ClC1=NC=NC(=N1)OC